5-chloro-N-(3-(2-((1,3-dihydroxypropan-2-yl)amino)quinazolin-6-yl)-2,4-difluorophenyl)-2-methoxypyridine-3-sulfonamide ClC=1C=C(C(=NC1)OC)S(=O)(=O)NC1=C(C(=C(C=C1)F)C=1C=C2C=NC(=NC2=CC1)NC(CO)CO)F